3-((3-methyl-4-oxo-8-(4-(trifluoromethyl)phenyl)-3,4-dihydropyrido[4,3-d]pyrimidin-5-yl)amino)cyclopentane-1-carboxamide CN1C=NC2=C(C1=O)C(=NC=C2C2=CC=C(C=C2)C(F)(F)F)NC2CC(CC2)C(=O)N